N1(N=CN=C1)C1=CC=C(CN2CCN(CC2)C2=C(C=C3C(C(=CN(C3=C2)CC)C(=O)O)=O)F)C=C1 7-(4-(4-(1H-1,2,4-triazol-1-yl)benzyl)piperazin-1-yl)-1-ethyl-6-fluoro-4-oxo-1,4-dihydroquinoline-3-carboxylic acid